3-(4-methylphenyl)-2-butene-1-al CC1=CC=C(C=C1)C(=CC=O)C